CC1=C(C=CC(=C1)C)C(/C=C(/C=O)\C)CC=C(C)C (E)-4-(2,4-dimethylphenyl)-2,7-dimethyloct-2,6-dienal